(S)-N-(1-cyanocyclopropyl)-2-(((S)-1-(8-(4-(dimethylamino)piperidine-1-carbonyl)dibenzo[b,d]furan-3-yl)-2,2,2-trifluoroethyl)amino)-4-fluoro-4-methylpentanamide trifluoroacetate FC(C(=O)O)(F)F.C(#N)C1(CC1)NC([C@H](CC(C)(C)F)N[C@H](C(F)(F)F)C=1C=CC2=C(OC3=C2C=C(C=C3)C(=O)N3CCC(CC3)N(C)C)C1)=O